(2R,4S)-N-((S)-1-(((1H-pyrrolo[3,2-c]pyridin-2-yl)methyl)amino)-1-oxopropan-2-yl)-4-phenylpiperidine-2-carboxamide N1C(=CC=2C=NC=CC21)CNC([C@H](C)NC(=O)[C@@H]2NCC[C@@H](C2)C2=CC=CC=C2)=O